N[C@@]1(CC(CC1)(F)F)COC=1C=C(C=C(C1C#N)SC)C1=CN=C2N1C(=CC=C2)C#N (S)-3-(3-((1-amino-3,3-difluorocyclopentyl)methoxy)-4-cyano-5-(methylthio)phenyl)imidazo[1,2-a]pyridine-5-carbonitrile